2-(4-bromobutyl)-2-methyl-1,3-dioxolane BrCCCCC1(OCCO1)C